FC(CN1N=CC=2C1=NC(=CN2)N2C[C@H]1C([C@H]1C2)C=2SC(=NN2)C=2C(=NC=CC2)C(F)(F)F)F 2-((1R,5S,6r)-3-(1-(2,2-difluoroethyl)-1H-pyrazolo[3,4-b]pyrazin-6-yl)-3-azabicyclo[3.1.0]hexane-6-yl)-5-(2-(trifluoromethyl)pyridin-3-yl)-1,3,4-thiadiazole